1-(3,4-difluorobenzyl)-6-(7-methoxy-1H-pyrazolo[4,3-b]pyridin-1-yl)-N-methyl-1H-imidazo[4,5-b]pyridin-2-amine FC=1C=C(CN2C(=NC3=NC=C(C=C32)N3N=CC2=NC=CC(=C23)OC)NC)C=CC1F